N-4-pyridinylcyclohexanecarboxamide dihydrochloride Cl.Cl.N1=CC=C(C=C1)NC(=O)C1CCCCC1